C(C1CO1)OC1(C(CC(=CC1(C)C)C1=CC=CC=C1)(C)C)OCC1CO1 4,4-bis(2,3-epoxypropoxy)-3,3,5,5-tetramethyl(1,1-biphenyl)